Isopropyl-sec-butyl-trifluoroethylamin C(C)(C)N(CC(F)(F)F)C(C)CC